2-(3-((R)-1-(((S)-1-(4-(acryloyloxy)-3,3-dimethyl-2-oxobutanoyl)piperidine-2-carbonyl)oxy)-3-(3,4-dimethoxyphenyl)propyl)-2-fluorophenoxy)acetic acid C(C=C)(=O)OCC(C(C(=O)N1[C@@H](CCCC1)C(=O)O[C@H](CCC1=CC(=C(C=C1)OC)OC)C=1C(=C(OCC(=O)O)C=CC1)F)=O)(C)C